C(OC1=CC=C(C=C1)[N+](=O)[O-])(OCCC(C(C(F)(F)F)(F)F)(F)F)=O 4-nitrophenyl (3,3,4,4,5,5,5-heptafluoropentyl) carbonate